BrCC1=C(C=CC(=C1F)OC)N1N=NC=C1 1-(2-(Bromomethyl)-3-fluoro-4-methoxyphenyl)-1H-1,2,3-triazole